Cl.C(C)(C)(C)C1=NC(=CC(=C1)C(C)(C)C)C(C)(C)C 2,4,6-tri-tert-butyl-pyridine hydrochloride